COC=1C2=C(N=CN1)C=CN2C2=CC=C(C(=O)NC1=NC=CC(=C1)C(F)(F)F)C=C2 4-(4-methoxy-5H-pyrrolo[3,2-d]pyrimidin-5-yl)-N-(4-(trifluoromethyl)pyridin-2-yl)benzamide